7-Chloro-2,3-dihydro-4H-pyrido[4,3-b][1,4]oxazine-4-carboxylic acid tert-butyl ester C(C)(C)(C)OC(=O)N1C2=C(OCC1)C=C(N=C2)Cl